CC1CCCC(=O)N1 5-methyl-δ-valerolactam